1H-Imidazole-1-ethanamine N1(C=NC=C1)CCN